ethyl 2-hydroxy-bicyclo[4.1.0]heptane-7-carboxylate OC1C2C(C2CCC1)C(=O)OCC